1-(5-bromopyridin-2-yl)-2,2,2-trifluoroethanamine dihydrochloride Cl.Cl.BrC=1C=CC(=NC1)C(C(F)(F)F)N